1-(Tert-butyl)-5-fluoro-N-(4-fluoro-3-(8-morpholinoimidazo[1,2-a]pyridin-6-yl)phenyl)-1H-pyrazole-4-carboxamide C(C)(C)(C)N1N=CC(=C1F)C(=O)NC1=CC(=C(C=C1)F)C=1C=C(C=2N(C1)C=CN2)N2CCOCC2